α-cyclopropylglycine C1(CC1)C(N)C(=O)O